6'-fluoro-N-(4-fluoro-3-(methylcarbamoyl)benzyl)-4'-oxo-3',4'-dihydro-1'H-spiro[piperidine-4,2'-quinoline]-1-carboxamide FC=1C=C2C(CC3(NC2=CC1)CCN(CC3)C(=O)NCC3=CC(=C(C=C3)F)C(NC)=O)=O